C(#N)C1=C(C(=NC(=C1)CC1=C(C(=CC=C1Cl)F)Cl)C(CCC(=O)O)=O)O 4-[4-Cyano-6-(2,6-dichloro-3-fluoro-benzyl)-3-hydroxy-pyridin-2-yl]-4-oxo-butyric acid